tetramethylcyclopentadienyl-dimethylsilyl-(2-methyl-4-(4-tertbutylphenyl)-1,5,6,7-tetrahydro-s-indacen-1-yl)zirconium CC1=C(C(=C(C1[Si](C)(C)[Zr]C1C(=CC2=C(C=3CCCC3C=C12)C1=CC=C(C=C1)C(C)(C)C)C)C)C)C